C1(=CC=CC2=CC=CC=C12)[C@@H](C)N1C(CCC1)=O (R)-N-(1-(naphthalene-1-yl)ethyl)pyrrolidone